(dimethylamino)tin (IV) CN(C)[Sn+3]